(2s)-1-(3-{3-[1-(4-Amino-3-methyl-1H-pyrazolo[3,4-d]pyrimidin-1-yl)ethyl]-5-chloro-2-ethoxy-6-methylphenyl}azetidin-1-yl)-1-oxopropan-2-ol trifluoroacetate FC(C(=O)O)(F)F.NC1=C2C(=NC=N1)N(N=C2C)C(C)C=2C(=C(C(=C(C2)Cl)C)C2CN(C2)C([C@H](C)O)=O)OCC